FC=1C=C(C=CC1)N1N=CC(=C1)CN1CCC2(CC1)COC1=C3CN(C(C3=CC=C12)=O)C1C(NC(CC1)=O)=O 3-(1'-((1-(3-fluorophenyl)-1H-pyrazol-4-yl)methyl)-6-oxo-6,8-dihydro-2H,7H-spiro[furo[2,3-e]isoindole-3,4'-piperidin]-7-yl)piperidine-2,6-dione